(2r,4s)-4-(benzo[c][1,2,5]thiadiazol-5-ylmethyl)-1-(tert-butoxycarbonyl)pyrrolidine-2-carboxylic acid N=1SN=C2C1C=CC(=C2)C[C@H]2C[C@@H](N(C2)C(=O)OC(C)(C)C)C(=O)O